tert-butyl-6-((tert-butoxycarbonyl)oxy)-3-iodo-1H-indole-1-carboxylate C(C)(C)(C)OC(=O)N1C=C(C2=CC=C(C=C12)OC(=O)OC(C)(C)C)I